COC1=CC=C(C2=CC=CC=C12)C1=C(C(=O)C2=CC=CC=C2)C=CC=C1 [4-(methoxy)-1-naphthyl]benzophenone